2-(2-(3-aminopyrrolidin-1-yl)-6-methylpyrimidin-4-yl)-4-(2-fluoro-6-methoxy-3-methylphenyl)-2,3-dihydro-1H-pyrrolo[3,4-c]pyridin-1-one NC1CN(CC1)C1=NC(=CC(=N1)N1CC=2C(=NC=CC2C1=O)C1=C(C(=CC=C1OC)C)F)C